4-chloro-5-phenylthieno[2,3-d]pyrimidine ClC=1C2=C(N=CN1)SC=C2C2=CC=CC=C2